C(C)(C)(C)OC(N=C(NC1(CCN(CC1)C1=NC(=C(C(=N1)C(N)=O)C1=C(C(=CC=C1)Cl)Cl)C)C)NC(=O)OC(C)(C)C)=O N-[(tert-Butoxycarbonylamino)-[[1-[4-carbamoyl-5-(2,3-dichlorophenyl)-6-methyl-pyrimidin-2-yl]-4-methyl-4-piperidinyl]amino]methylene]carbamic acid tert-butyl ester